OC(CNC(=O)C=1N=NC=CC1)C=1C=NC=CC1 N-(2-hydroxy-2-pyridin-3-ylethyl)pyridazine-3-carboxamide